4-((2,4-dichloro-5-methoxyphenyl)amino)-7-(3-(4-(7-((2-(2,6-dioxopiperidin-3-yl)-1-oxoisoindolin-4-yl)amino)heptanoyl)piperazin-1-yl)propoxy)-6-methoxyquinoline-3-carbonitrile ClC1=C(C=C(C(=C1)Cl)OC)NC1=C(C=NC2=CC(=C(C=C12)OC)OCCCN1CCN(CC1)C(CCCCCCNC1=C2CN(C(C2=CC=C1)=O)C1C(NC(CC1)=O)=O)=O)C#N